5-(2-(4-Fluorobenzyl)pyrrolidin-1-yl)-1H-benzo[d]imidazol FC1=CC=C(CC2N(CCC2)C2=CC3=C(NC=N3)C=C2)C=C1